COC1=CC=C2C(=N1)C(C=C(O2)C(=O)O)=O 6-methoxy-4-oxo-4H-pyrano[3,2-b]pyridine-2-carboxylic acid